4-(4-fluorophenyl)-2-[4-[(r)-methylsulfinyl]phenyl]-1h-imidazol FC1=CC=C(C=C1)C=1N=C(NC1)C1=CC=C(C=C1)[S@](=O)C